[C@H](C)(CC)C1=CC=C(C=C1)S(=O)(=O)NC1=C(C=CC=C1)C(=O)N1C[C@@H](O[C@@H](C1)C)C 4-((S)-sec-butyl)-N-(2-((2S,6R)-2,6-dimethylmorpholine-4-carbonyl)phenyl)benzenesulfonamide